3-(imidazo[1,2-a]pyridin-8-ylmethoxy)isonicotinaldehyde N=1C=CN2C1C(=CC=C2)COC2=C(C=O)C=CN=C2